2-(1-((2-acetamidothiazol-5-yl)methyl)piperidin-4-ylidene)-N-(4-methoxyphenyl)acetamide C(C)(=O)NC=1SC(=CN1)CN1CCC(CC1)=CC(=O)NC1=CC=C(C=C1)OC